Magnesium Citrat C(CC(O)(C(=O)[O-])CC(=O)[O-])(=O)[O-].[Mg+2].C(CC(O)(C(=O)[O-])CC(=O)[O-])(=O)[O-].[Mg+2].[Mg+2]